CC1=C(C=CC=C1)[C@H]1N(CCN(C1)C1CCOCC1)C1CC2(C1)CCN(CC2)C2=CC=C(C(=O)NS(=O)(=O)C1=CC(=C(C=C1)NCC1CCC(CC1)(C)O)[N+](=O)[O-])C=C2 4-{2-[(2R)-2-(2-methylphenyl)-4-(oxan-4-yl)piperazin-1-yl]-7-azaspiro[3.5]nonan-7-yl}-N-[3-nitro-4-({[(1r,4r)-4-hydroxy-4-methylcyclohexyl]methyl}amino)benzenesulfonyl]benzamide